2-(triethylsilyl)-1,2,3-triazole C(C)[Si](N1N=CC=N1)(CC)CC